C(C)(C)(C)OC(=O)N1C(N(C2=C1C=CC=C2)CC2=C(C=C(C=C2)C#N)F)=O 3-(4-cyano-2-fluorobenzyl)-2-oxo-2,3-dihydro-1H-benzo[d]imidazole-1-carboxylic acid tert-butyl ester